methyl 4-((2,4-bis(benzyloxy)-N-(4-fluorophenyl)-5-isopropylbenzamido)methyl)benzoate C(C1=CC=CC=C1)OC1=C(C(=O)N(C2=CC=C(C=C2)F)CC2=CC=C(C(=O)OC)C=C2)C=C(C(=C1)OCC1=CC=CC=C1)C(C)C